2-chloro-4-hydroxy-2',3-dimethyl-spiro[4,5-dihydrothieno[2,3-c]pyran-7,4'-piperidine]-1'-carboxylic acid tert-butyl ester C(C)(C)(C)OC(=O)N1C(CC2(CC1)OCC(C1=C2SC(=C1C)Cl)O)C